NC=1NC(C2=C(N1)NC(=C2C2=CC1=CC=CC=C1C=C2OC)C2=CC=C(C=C2)S(=O)(=O)N(C)C)=O 4-(2-amino-5-(3-methoxynaphthalen-2-yl)-4-oxo-4,7-dihydro-3H-pyrrolo[2,3-d]pyrimidin-6-yl)-N,N-dimethylbenzenesulfonamide